7-isopropoxy-2-((1r,4s)-1-methyl-2-oxabicyclo[2.2.1]hept-4-yl)-N-(1-((1r,2r)-2-methylcyclopropyl)-2-oxo-1,2-dihydropyridin-3-yl)imidazo[1,2-a]pyrimidine-6-carboxamide C(C)(C)OC1=NC=2N(C=C1C(=O)NC=1C(N(C=CC1)[C@H]1[C@@H](C1)C)=O)C=C(N2)[C@]21CO[C@](CC2)(C1)C